1,1'-diamino-4,4'-bipyridine diiodide [I-].[I-].NN1C=CC(C=C1)=C1C=CN(C=C1)N